5-Chloro-N-[(1S,2R)-2-hydroxy-3-(methoxymethylamino)-3-oxo-1-(phenylmethyl)propyl]-1H-indole-2-carboxamide ClC=1C=C2C=C(NC2=CC1)C(=O)N[C@H]([C@H](C(=O)NCOC)O)CC1=CC=CC=C1